Sodium L-Glutamic Acid N[C@@H](CCC(=O)O)C(=O)O.[Na]